trans-1-methyl-3-(1-methyl-2-oxo-5-(trifluoromethyl)-1,2-dihydropyridin-3-yl)-1-(4-(7-(methylamino)-5H-pyrrolo[2,3-b]pyrazin-2-yl)cyclohexyl)urea CN(C(=O)NC=1C(N(C=C(C1)C(F)(F)F)C)=O)[C@@H]1CC[C@H](CC1)C=1N=C2C(=NC1)NC=C2NC